(2R,3R,4R,5R)-3,4-bis(benzoyloxy)-5-[(benzoyloxy)methyl]oxolane-2-carboxylic acid C(C1=CC=CC=C1)(=O)O[C@H]1[C@@H](O[C@@H]([C@H]1OC(C1=CC=CC=C1)=O)COC(C1=CC=CC=C1)=O)C(=O)O